C1=C2C(=CC=C1)N=C1C2=CC2=NC3=CC=CC=C3C2=C1 Indolo[3,2-b]Carbazole